(s)-9,9-dimethylxanthene CC1(C2=CC=CC=C2OC=2C=CC=CC12)C